N1=C(C=CC=C1)N PYRIDINAMIN